C(C=C)OC[C@]12C[C@H](N([C@@H]2C1)C(=O)OC(C)(C)C)C(=O)O (1R,3S,5S)-5-((Allyloxy)methyl)-2-(tert-butoxycarbonyl)-2-azabicyclo[3.1.0]hexane-3-carboxylic acid